ON=C(N)C1=NC=C(N=C1)NC=1OC(=CN1)C1=NC=C(C=C1)C(F)(F)F N'-hydroxy-5-((5-(5-(trifluoromethyl)pyridin-2-yl)oxazol-2-yl)amino)pyrazine-2-carboximidamide